2-(6-{[4-(2-amino-8-fluoroquinolin-4-yl)-1H-1,2,3-triazol-1-yl]methyl}pyridin-2-yl)propan-2-ol tert-butyl-N-(N-methyl-S-phenyl-sulfonimidoyl)carbamate C(C)(C)(C)N(C(=O)OC(C)(C)C1=NC(=CC=C1)CN1N=NC(=C1)C1=CC(=NC2=C(C=CC=C12)F)N)S(=O)(=NC)C1=CC=CC=C1